F[C@@H]1C[C@@H](N(C1)C(=O)OC(C)(C)C)C(=O)OC (2r,4r)-1-tert-butyl 2-methyl 4-fluoropyrrolidine-1,2-dicarboxylate